(S,E)-N'-((4-chlorophenyl)sulfonyl)-3-(4-fluorophenyl)-4-phenyl-N-(2-sulfamoylethyl)-4,5-dihydro-1H-pyrazole-1-carboximidamide ClC1=CC=C(C=C1)S(=O)(=O)\N=C(/NCCS(N)(=O)=O)\N1N=C([C@H](C1)C1=CC=CC=C1)C1=CC=C(C=C1)F